N-[4-(3-anilino-5,7-dimethyl-4-oxo-4,5-dihydro-1H-pyrrolo[3,2-c]pyridin-2-yl)pyridin-2-yl]-4,4-difluoro-2-(4-fluorophenyl)butanamide N(C1=CC=CC=C1)C1=C(NC2=C1C(N(C=C2C)C)=O)C2=CC(=NC=C2)NC(C(CC(F)F)C2=CC=C(C=C2)F)=O